1,1'-(hexa-2,4-diyne-1,6-diyl)bis(3-ethylurea) C(C#CC#CCNC(=O)NCC)NC(=O)NCC